[SiH2]1NCCC1 sila-azacyclopentane